CC1(CC[C@@H](CN1)NC1=NC=2N(C(=C1)NC=1C=C(C=CC1)NC(C=C)=O)N=CC2C(C)C)C (S)-N-(3-((5-((6,6-Dimethylpiperidin-3-yl)amino)-3-isopropylpyrazolo[1,5-a]pyrimidin-7-yl)amino)phenyl)acrylamide